FC1=CC2=C3C4=C(C(=CC3=C(N=C2C=C1)C(F)(F)F)C1=CC=CC=C1)C=CC=C4 2-Fluoro-8-phenyl-6-(trifluoromethyl)benzo[k]phenanthridine